ClC[C@H](CC1(N(CCC1=C)C(=O)OCCC(C)(C)C)C(=O)[O-])OC 1-(tert-butyl)2-ethyl 2-((S)-3-chloro-2-methoxypropyl)-3-methylenepyrrolidine-1,2-dicarboxylate